C[Si](CC(C(=O)O)(C1=CC=CC=C1)C1=CC=CC=C1)(C1=CC=CC=C1)C1=CC=CC=C1 3-(methyl-(diphenyl)silyl)-2,2-diphenyl-propionic acid